N1N=CC(=C1)C1=NC2=CC=C3C(=C2C=2CCCCC12)OCO3 7-(1H-pyrazol-4-yl)-8,9,10,11-tetrahydro-[1,3]dioxolo[4,5-a]phenanthridine